4-chloro-6-methyl-2-(pyrimidin-4-yl)thieno[2,3-d]pyrimidine ClC=1C2=C(N=C(N1)C1=NC=NC=C1)SC(=C2)C